CC1=CC=C(C=C1)S(=O)(=O)OCCC=1SC=CC1 2-(2-thienyl)ethanol p-toluenesulfonate